NC=1C(NC(N(N1)C1=CC(=C(OC=2C=C(C(NC2)=O)C(=O)NC)C(=C1)Cl)Cl)=O)=O 5-(4-(6-amino-3,5-dioxo-4,5-dihydro-1,2,4-triazin-2(3H)-yl)-2,6-dichlorophenoxy)-N-methyl-2-oxo-1,2-dihydropyridine-3-carboxamide